OC[C@H](C1=CC=CC=C1)NC1=NC(=NC=C1C1=NC(=NO1)C(F)(F)F)NC1=CC=C2CC(NC(C2=C1)=O)(C)C 7-[[4-[[(1S)-2-hydroxy-1-phenyl-ethyl]amino]-5-[3-(trifluoromethyl)-1,2,4-oxadiazol-5-yl]pyrimidin-2-yl]amino]-3,3-dimethyl-2,4-dihydroisoquinolin-1-one